butyl (1-(3-(1-(2-(2,6-dioxopiperidin-3-yl)-1,3-dioxoisoindolin-4-yl)piperidin-3-yl)propyl)piperidin-4-yl)carbamate O=C1NC(CCC1N1C(C2=CC=CC(=C2C1=O)N1CC(CCC1)CCCN1CCC(CC1)NC(OCCCC)=O)=O)=O